CNC1=NC(=NC=C1C(F)(F)F)NC1=C2C=NNC2=C(C=C1)CCC(=O)N1CCOCC1 3-(4-((4-(methylamino)-5-(trifluoromethyl)pyrimidin-2-yl)amino)-1H-indazol-7-yl)-1-morpholinopropan-1-one